4-[(3-bromo-4-methylphenoxy)methyl]-2-(2-methoxyphenyl)pyrimidine BrC=1C=C(OCC2=NC(=NC=C2)C2=C(C=CC=C2)OC)C=CC1C